C1(CC1)CN1N=C(C(=C1)C1=C(C=CC(=N1)N1C=NC2=C1C=C(C(=C2)NC=2N=NC(=CC2)C)OC)C(F)F)C 1-[6-[1-(cyclopropylmethyl)-3-methyl-pyrazol-4-yl]-5-(difluoromethyl)-2-pyridyl]-6-methoxy-N-(6-methylpyridazin-3-yl)benzimidazol-5-amine